(S)-4-(cyclopropylethynyl)-7-((4-methyl-6-oxo-1,6-dihydro-pyrimidin-5-yl)methyl)-4-(trifluoromethyl)-3,4-dihydro-quinazolin-2(1H)-one C1(CC1)C#C[C@@]1(NC(NC2=CC(=CC=C12)CC1=C(N=CNC1=O)C)=O)C(F)(F)F